1-(3-(4-Methoxyphenyl)-1,2,4-oxadiazol-5-yl)-N-((1-(pyridin-3-ylmethyl)pyrrolidin-3-yl)methyl)piperidine-4-carboxamide COC1=CC=C(C=C1)C1=NOC(=N1)N1CCC(CC1)C(=O)NCC1CN(CC1)CC=1C=NC=CC1